COC(C1=CN=C(C=C1NCC1=CC=C(C=C1)OC)Br)=O 6-bromo-4-((4-methoxybenzyl)amino)nicotinic acid methyl ester